C(C)(C)C1OCCO1 2-isopropyl-1,3-dioxolane